N-(3-((3-((dimethylamino)methyl)pyrrolidin-1-yl)methyl)-5-(trifluoromethyl)phenyl)-6-(imidazo[1,2-a]pyridine-3-carbonyl)-4,5,6,7-tetrahydrothieno[2,3-c]pyridine-3-carboxamide CN(C)CC1CN(CC1)CC=1C=C(C=C(C1)C(F)(F)F)NC(=O)C1=CSC=2CN(CCC21)C(=O)C2=CN=C1N2C=CC=C1